1-methyl butanedioate C(CCC(=O)[O-])(=O)OC